ClC(C(=O)N=C(NC1=NC2=CC=CC=C2C(=N1)C)NC1CCN(CC1)C)Cl 2,2-Dichloro-N-(((1-methylpiperidin-4-yl)amino)((4-methylquinazolin-2-yl)amino)methylene)acetamide